3-amino-N-methylbicyclo[1.1.1]pentane-1-carboxamide NC12CC(C1)(C2)C(=O)NC